C12CN(CC2C1)C(COCC1=CC=C(C=N1)C1=CC=2C3=C(N=NC2C=C1)N(C(N3C(C)C)=O)C)(C)C 8-(6-((2-(3-azabicyclo[3.1.0]hexan-3-yl)-2-methylpropoxy)methyl)pyridin-3-yl)-1-isopropyl-3-methyl-1H-imidazo[4,5-c]cinnolin-2(3H)-one